N1=CC=CC2=C1NC1=C(C=CC=C21)N 9H-pyrido[2,3-b]indol-8-amin